hexamidothiobenzene C(CCCCC)(=O)NSC1=CC=CC=C1